8-chloro-N-[1-[2-[5-(difluoromethoxy)-2-pyridyl]-1,2,4-triazol-3-yl]ethyl]-N-methyl-6-(trifluoromethyl)quinazolin-4-amine ClC=1C=C(C=C2C(=NC=NC12)N(C)C(C)C=1N(N=CN1)C1=NC=C(C=C1)OC(F)F)C(F)(F)F